C(C1=CC=CC=C1)OC=1C=CC=C2C(=C(N=C(C12)Cl)C1CCOCC1)C1=CC=C(C=C1)F 8-benzyloxy-1-chloro-4-(4-fluorophenyl)-3-tetrahydropyran-4-yl-isoquinoline